BrCC1C(N(C(N1CC=1C=NC=NC1)=O)C)=O (Z)-5-(bromomethyl)-3-Methyl-1-(pyrimidin-5-ylmethyl)imidazoline-2,4-dione